C(C)N1CCC(CC1)N1CCNCC1 4-(N-ethyl-4-piperidinyl)piperazine